NC1=NC2=C(C=CC=C2C(=N1)C(=O)NCC1=NC2=CC=CC=C2C=C1)OC 2-amino-8-methoxy-N-(2-quinolylmethyl)quinazoline-4-carboxamide